C(C)OC=1C=C(C=CC1OC)C1=CC=CC(=N1)C1CB(OC1)O 4-(6-(3-Ethoxy-4-methoxyphenyl)pyridin-2-yl)-1,2-oxaborolan-2-ol